BrC1=C(C(=CC(=N1)N(C)CC1=CC=C(C=C1)OC)C)C(F)(F)F 6-bromo-N-(4-methoxybenzyl)-N,4-dimethyl-5-(trifluoromethyl)pyridin-2-amine